C(C)N1CCC2(CC1)OC1=C(C2)C=C(C(=C1)N1CCOCC1)NC(=O)C=1C=NN2C1N=CC=C2 N-(1'-ethyl-6-morpholino-3H-spiro[benzofuran-2,4'-piperidin]-5-yl)pyrazolo[1,5-a]pyrimidine-3-carboxamide